ClC1=C(C=CC(=C1)F)NC1=NC=C(C(=N1)N1N=CC(=C1)NC(=O)NC(CO)C1=CC(=CC=C1)Cl)C 1-(1-(2-((2-chloro-4-fluorophenyl)amino)-5-methylpyrimidin-4-yl)-1H-pyrazol-4-yl)-3-(1-(3-chlorophenyl)-2-hydroxyethyl)urea